2,7-dioctylbenzothieno[3,2-b][1]benzothiophene C(CCCCCCC)C1=CC2=C(C=C1)C=1SC3=C(C1S2)C=CC(=C3)CCCCCCCC